CC1=CC=2C=CC(=C(C2C2=C1OC1=C2C2=CC=CC=C2C=C1C)S(=O)(=O)O)S(=O)(=O)O 6,8-dimethyldinaphtho[2,1-b:1',2'-d]furan-disulfonic acid